ethyl 6-[(5-chloro-2-fluoro-phenyl)methoxy]-5-cyano-2-(difluoromethyl)pyridine-3-carboxylate ClC=1C=CC(=C(C1)COC1=C(C=C(C(=N1)C(F)F)C(=O)OCC)C#N)F